C1(CC1)C1=NN(C=N1)C1CC2(CN(C2)C(=O)N2C[C@H]3[C@@H](C2)CC(C3)OC3=CC(=C(C=C3)OC(F)(F)F)F)C1 |r| [6-(3-cyclopropyl-1,2,4-triazol-1-yl)-2-azaspiro[3.3]heptan-2-yl]-[rac-(3aS,6aR)-5-[3-fluoro-4-(trifluoromethoxy)phenoxy]-3,3a,4,5,6,6a-hexahydro-1H-cyclopenta[c]pyrrol-2-yl]methanone